(1S,2R)-2-(Toluene-4-sulfonyl)-cyclopentanecarboxylic acid (4-chloro-2-fluoro-benzyl)-(1,1-difluoro-spiro[2.5]oct-6-yl)-amide ClC1=CC(=C(CN(C(=O)[C@H]2[C@@H](CCC2)S(=O)(=O)C2=CC=C(C)C=C2)C2CCC3(CC3(F)F)CC2)C=C1)F